OC=1OC2=C(N(C1)OC)C=CC(=C2)OC 2-hydroxy-4,7-dimethoxy-1,4-benzoxazine